C(C)C1=C(C=C(C(=C1)O)F)C1=CC=C2C(=NNC2=C1)C1=NC2=C(N1)CN(C2)C2N(CC2O)C(=O)N2C(C(C2)O)N2CC=1NC(=NC1C2)C2=NNC1=CC(=CC=C21)C2=C(C=C(C(=C2)F)O)CC (2-(6-(2-ethyl-5-fluoro-4-hydroxyphenyl)-1H-indazol-3-yl)-4,6-dihydropyrrolo[3,4-d]imidazol-5(1H)-yl)(3-hydroxyazetidin-1-yl)ketone